C(C(=C)C)(=O)OCCCCN1C(CCC1)=O 4-(2-oxopyrrolidin-1-yl)butyl methacrylate